CC1=CC2=C(CC(S2)C(=O)O)C=C1 6-methyl-2,3-dihydro-1-benzothiophene-2-carboxylic acid